3-(Bromomethyl)-2-(difluoromethoxy)pyridin BrCC=1C(=NC=CC1)OC(F)F